C(C)N1N=C(C2=C1C(NCC1(CCOCC1)C2)=O)C[C@H](COC(=O)C2CCC(CC2)O)C 4-Hydroxycyclohexanecarboxylic acid [(2R)-3-(1-ethyl-8-oxo-spiro[6,7-dihydro-4H-pyrazolo[3,4-c]azepin-5,4'-tetrahydropyran]-3-yl)-2-methyl-propyl] ester